N-(2-(6-amino-8-((6-(dimethylamino)benzo[d][1,3]dioxol-5-yl)thio)-9H-purin-9-yl)ethyl)isobutyramide NC1=C2N=C(N(C2=NC=N1)CCNC(C(C)C)=O)SC1=CC2=C(OCO2)C=C1N(C)C